COC=1C=C(CN2CCN(CC2)C(CCC=2C(=NN(C2C)C=2C=CC=3N(N2)C(=NN3)C)C)=O)C=CC1OC 1-(4-(3,4-dimethoxybenzyl)piperazin-1-yl)-3-(3,5-dimethyl-1-(3-methyl-[1,2,4]triazolo[4,3-b]pyridazin-6-yl)-1H-pyrazol-4-yl)propan-1-one